[Hg].C1(=C(C=CC=C1)CC(=O)O)C tolylacetic acid mercury